3α-Hydroxy-5β-androstan-17α-yl succinate C(CCC(=O)[O-])(=O)O[C@H]1[C@]2(C)[C@@H](CC1)[C@@H]1CC[C@@H]3C[C@@H](CC[C@]3(C)[C@H]1CC2)O